Cl.N[C@H](CC(=O)O)C.NC1=NC=NC2=C(C=CC=C12)C(=O)NC1=C2C=CN=C(C2=CC=C1C)NC1=C(C(=CC=C1)OCCN1CCOCC1)F 4-amino-N-(1-((2-fluoro-3-(2-morpholinoethoxy)phenyl)amino)-6-methylisoquinolin-5-yl)quinazolin-8-carboxamide (S)-3-amino-butanoate hydrochloride